5-chloro-2-(4,4-difluoro-3-methylpiperidin-1-yl)-N-(4-fluoro-3-(N'-hydroxycarbamimidoyl)phenyl)-6-methylnicotinamide ClC=1C(=NC(=C(C(=O)NC2=CC(=C(C=C2)F)C(N)=NO)C1)N1CC(C(CC1)(F)F)C)C